2-[(2-Aminoacetyl)amino]acetic acid NCC(=O)NCC(=O)O